4-(7-(8-chloronaphthalen-1-yl)-2-((1-methylpiperidin-4-yl)oxy)-5,6,7,8-tetrahydro-1,7-naphthyridin-4-yl)-2-(cyanomethyl)piperazine-1-carboxylic acid tert-butyl ester C(C)(C)(C)OC(=O)N1C(CN(CC1)C1=CC(=NC=2CN(CCC12)C1=CC=CC2=CC=CC(=C12)Cl)OC1CCN(CC1)C)CC#N